CC=1SC2=C(N1)C=C(C=C2)C2=CC=C(C=C2)S(=O)(=O)NCC2=CC=NC=C2 4-(2-methyl-benzo[d]thiazol-5-yl)-N-(pyridin-4-ylmethyl)-benzenesulfonamide